C(CCCCCC)=O normal heptanal